C1(=CC=CC=C1)[S+](C1=CC=CC=C1)C1=CC=CC=C1.ClC1=NC(=CC=C1)C(Cl)(Cl)Cl 2-chloro-6-(trichloromethyl)pyridine, triphenylsulfonium salt